6-chloro-1H-1,3-benzodiazole-2-thiol ClC=1C=CC2=C(NC(=N2)S)C1